(1R,3S,4R)-N-((R)-1-cyano-2-((S)-2-oxopiperidin-3-yl)ethyl)-2-((2,5-difluorophenyl)-D-alanyl)-5,5-difluoro-2-azabicyclo[2.2.2]octane-3-carboxamide C(#N)[C@@H](C[C@H]1C(NCCC1)=O)NC(=O)[C@H]1N([C@H]2CC([C@@H]1CC2)(F)F)C([C@H](NC2=C(C=CC(=C2)F)F)C)=O